CC1(CC2=C(SC(=C2)C(=O)O)C1[2H])C 5,5-Dimethyl-5,6-dihydro-4H-cyclopenta[b]thiophene-2-carboxylic acid-6-d